N-triethoxysilylpropyltriethylenetetramine C(C)O[Si](OCC)(OCC)CCCNCCNCCNCCN